C(=O)C1CCC(CC1)C=1SC2=C(N1)C=C(C(=C2)NC(=O)C2=NC=C(N=C2)C(F)(F)F)C(C)(C)O N-[2-(4-formylcyclohexyl)-5-(1-hydroxy-1-methyl-ethyl)-1,3-benzothiazol-6-yl]-5-(trifluoromethyl)pyrazine-2-carboxamide